FC1=C(OC2=CC=C(C=C2)N2N=C3C(NCC[C@H]3N3CCNCC3)=C2C(=O)N)C=CC=C1 (7R)-2-[4-(2-fluorophenoxy)phenyl]-7-(piperazin-1-yl)-4,5,6,7-tetrahydro-2H-pyrazolo[4,3-b]pyridine-3-carboxamide